C1(CC1)C(CC(=O)N[C@@H](C)C1=CC(=CC=C1)OCC(F)(F)F)(C)O 3-cyclopropyl-3-hydroxy-N-((S)-1-(3-(2,2,2-trifluoroethoxy)phenyl)ethyl)butanamide